C(C1=CC=CC=C1)N1C=NC=2C1=NC(=CC2)N2CCNCC2 3-benzyl-5-(piperazin-1-yl)-3H-imidazo[4,5-b]pyridine